COC(=O)C=1C=CC=2N(C1)C(=CC2)I 3-iodopyrrolo[1,5-a]pyridine-6-carboxylic acid methyl ester